FC1=C(C(=CC2=CN(N=C12)C)C1=NC2=CC=C(C=C2C=N1)N1C[C@H](N([C@H](C1)C)C(=O)OC(C)(C)C)C)OCOC tert-butyl (2R,6S)-4-{2-[7-fluoro-6-(methoxymethoxy)-2-methylindazol-5-yl]quinazolin-6-yl}-2,6-dimethylpiperazine-1-carboxylate